5-(1-(3-(ethoxymethyl)-3-(4-fluorophenethyl)pyrrolidin-1-yl)ethyl)-2-methylpyridine C(C)OCC1(CN(CC1)C(C)C=1C=CC(=NC1)C)CCC1=CC=C(C=C1)F